CN1N=CC(=C1)CN1C=2N(C3=CC=C(C=C3C1=O)S(=O)(=O)NC1(CC1)C)C1(COC1)CN2 4-((1-methyl-1H-pyrazol-4-yl)methyl)-N-(1-methylcyclopropyl)-5-oxo-4,5-dihydro-2H-spiro[imidazo[1,2-a]quinazoline-1,3'-oxetane]-7-sulfonamide